tert-Butyl N-[5-[2-chloro-4-[2-[[3-(2,2-dimethylpropyl) isoxazol-5-yl]amino]-2-oxo-ethyl]-3-fluoro-phenyl]-4-cyano-2-isopropyl-pyrazol-3-yl]carbamate ClC1=C(C=CC(=C1F)CC(=O)NC1=CC(=NO1)CC(C)(C)C)C=1C(=C(N(N1)C(C)C)NC(OC(C)(C)C)=O)C#N